3-Methyl-8-(trifluoromethyl)-[1,2,4]triazolo[3,4-a]phthalazine CC1=NN=C2N1N=CC1=CC(=CC=C21)C(F)(F)F